S(=O)(=O)(O)O.C(C)NO N-ethyl-hydroxylamine sulfate